N-(4-chloro-3-(hydroxymethyl)-benzyl)-1-(5-meth-yl-2-((tetra-hydro-2H-pyran-4-yl)amino)-pyrimidin-4-yl)-1H-imidazole-4-carboxamide ClC1=C(C=C(CNC(=O)C=2N=CN(C2)C2=NC(=NC=C2C)NC2CCOCC2)C=C1)CO